C(C)(C)(C)OC(=O)N[C@H]1C[C@H](N(C1)C)C(=O)NC=1SC(=C(N1)C)C(=O)OCCC propyl 2-[[(2s,4s)-4-(tert-butoxycarbonylamino)-1-methyl-pyrrolidine-2-carbonyl] amino]-4-methyl-thiazole-5-carboxylate